(4-(3-hydroxyoxetan-3-yl)phenyl)(1-(4-(trifluoromethyl)phenyl)-4,6-dihydropyrrolo[3,4-c]pyrazol-5(1H)-yl)methanone OC1(COC1)C1=CC=C(C=C1)C(=O)N1CC=2N(N=CC2C1)C1=CC=C(C=C1)C(F)(F)F